N-(1,3-dihydroxy-2-methylpropan-2-yl)-2-methyl-6-[(pyridin-2-yl)methoxy]indolizine-3-carboxamide OCC(CO)(C)NC(=O)C1=C(C=C2C=CC(=CN12)OCC1=NC=CC=C1)C